C(C)(C)(C)OC(N(C1=C(C=2C(=NC(=C(C2)OC)OC)N1C1=C(C(=CC=C1C)OC)C)C(=O)N1C[C@@H](CCC1)O)C(=O)OC(C)(C)C)=O (R)-(tert-Butoxycarbonyl)(3-(3-hydroxypiperidine-1-carbonyl)-1-(3-methoxy-2,6-dimethylphenyl)-5,6-dimethoxy-1H-pyrrolo[2,3-b]pyridin-2-yl)carbamic acid tert-butyl ester